CN1CCC(CC1)NC(=O)N1CCC(CC1)NC1=NC(=NC=C1Cl)NC=1C=C2CN(C(C2=CC1)=O)C N-(1-methylpiperidin-4-yl)-4-({5-chloro-2-[(2-methyl-1-oxoisoindol-5-yl)amino]pyrimidin-4-yl}amino)piperidine-1-carboxamide